N1C(=CC2=CC=CC=C12)CNC(=O)C1=CC=C2[C@@H](C(C(N(C2=C1)CC1=C(C=C(C=C1F)F)F)=O)C)C (4R)-N-((1H-indol-2-yl)methyl)-3,4-dimethyl-2-oxo-1-(2,4,6-trifluorobenzyl)-1,2,3,4-tetrahydroquinoline-7-carboxamide